C(C)(C)(C)OC(=O)NCCOC=1C=C(C=C(C1)B1OC(C(O1)(C)C)(C)C)CCC(=O)OCC ethyl 3-(3-(2-((tert-butoxycarbonyl)amino)ethoxy)-5-(4,4,5,5-tetramethyl-1,3,2-dioxaborolan-2-yl)phenyl)propanoate